methyl ((2-(3'-(7-cyano-5-((3,3-dimethylazetidin-1-yl)methyl)benzo[d]oxazol-2-yl)-2,2'-dimethyl-[1,1'-biphenyl]-3-yl)-6-(difluoromethoxy)benzo[d]oxazol-5-yl)methyl)-L-prolinate C(#N)C1=CC(=CC=2N=C(OC21)C=2C(=C(C=CC2)C2=C(C(=CC=C2)C=2OC1=C(N2)C=C(C(=C1)OC(F)F)CN1[C@@H](CCC1)C(=O)OC)C)C)CN1CC(C1)(C)C